C(N)(OC(C(=O)NC(C(=O)N1CCC2(CC1)CN(C1=CC=CC=C12)S(=O)(=O)C)COCC1=CC=CC=C1)(C)C)=O (1-((3-(benzyloxy)-1-(1-(methylsulfonyl) spiro[indolin-3,4'-piperidin]-1'-yl)-1-oxopropan-2-yl) amino)-2-methyl-1-oxopropan-2-yl) carbamate